N,N-bis(3-methoxybenzyl)-4-((oxetan-3-yloxy)methyl)thiazol-2-amine COC=1C=C(CN(C=2SC=C(N2)COC2COC2)CC2=CC(=CC=C2)OC)C=CC1